(S)-4-(3-(1-acryloylazetidin-3-yl)-1,2,3,4,4a,5-hexahydrobenzo[b]pyrazino[1,2-d][1,4]oxazin-8-yl)-6-(4-(4-methylpiperazin-1-yl)phenyl)pyrazolo[1,5-a]pyridine-3-carbonitrile C(C=C)(=O)N1CC(C1)N1C[C@@H]2N(C3=C(OC2)C=C(C=C3)C=3C=2N(C=C(C3)C3=CC=C(C=C3)N3CCN(CC3)C)N=CC2C#N)CC1